C(ONOOCCCCCCCCC)(=O)[O-] trioxa-3-azatetradecanoate